2,4,6-trifluoroaniline FC1=C(N)C(=CC(=C1)F)F